C(C)(=O)N1[C@H]([C@H](CCC1)NS(=O)(=O)C)COC1CC(CC1)C1=CC=CC=C1 N-(cis-1-acetyl-2-(((3-phenylcyclopentyl)oxy)methyl)-piperidin-3-yl)methanesulfonamide